NCC1=CC=C(S1)C1=NC2=CC=CC=C2C(=C1)[C@@H](C)NC(C1=C(C=CC(=C1)OCCN(C)C)C)=O (R)-N-(1-(2-(5-(aminomethyl)thiophen-2-yl)quinolin-4-yl)-ethyl)-5-(2-(dimethylamino)ethoxy)-2-methylbenzamide